FC1=C(C=C(C=C1)F)C1=NNC(S1)(C1=CC=CC=C1)CCCN(C(OC(C)(C)C)=O)C1=NC=CC(=C1)OC tert-butyl N-[3-[5-(2,5-difluorophenyl)-2-phenyl-3H-1,3,4-thiadiazol-2-yl]propyl]-N-(4-methoxy-2-pyridyl)carbamate